[O-]S(=O)(=O)C(F)(F)F.CSC1=CC=C(C=C1)C[SH+]C1=CC=CC=C1 (4-Methylthiophenyl)methylphenylsulfonium triflate